(2S)-N,N-dimethyl-1-[(9Z,12Z)-octadec-9,12-dien-1-yloxy]undecan-2-amine CN([C@H](COCCCCCCCC\C=C/C\C=C/CCCCC)CCCCCCCCC)C